3-(bromomethyl)-2,4-difluorobenzonitrile BrCC=1C(=C(C#N)C=CC1F)F